N-(Cyclopentylmethyl)-5-({5-ethynyl-8-methyl-7-oxopyrido[2,3-d]pyrimidin-2-yl}amino)-2-(4-methylpiperazin-1-yl)benzamide C1(CCCC1)CNC(C1=C(C=CC(=C1)NC=1N=CC2=C(N1)N(C(C=C2C#C)=O)C)N2CCN(CC2)C)=O